[Na+].C(CC)[O-] propanolate sodium